O=C1C(=CC(=NN1CC(=O)OCC)C(=C)C)OC1=CC=CC=C1 ethyl 2-(6-oxo-5-phenoxy-3-(prop-1-en-2-yl)pyridazin-1(6H)-yl)acetate